((1s,5s)-3-azabicyclo[3.1.0]hex-1-yl)methanol [C@]12(CNC[C@H]2C1)CO